methyl 6-(3,3-difluoroazetidin-1-yl)-1-benzofuran-2-carboxylate FC1(CN(C1)C1=CC2=C(C=C(O2)C(=O)OC)C=C1)F